N1=CN=CC(=C1)C=1C(=NC=CC1)N1CCN(CC1)C1CC2(CN(C2)C(=O)OC(C)(C)C)CC1 tert-butyl 6-{4-[3-(pyrimidin-5-yl) pyridin-2-yl] piperazin-1-yl}-2-azaspiro[3.4]octane-2-carboxylate